C1(=CC=CC=C1)C1=NC(=NC(=N1)C1=CC=CC=C1)C1=CC=C(C#N)C=C1 4-(4,6-diphenyl-1,3,5-triazin-2-yl)benzonitrile